O1C(=CC=C1)C1=C(C(=C(C=C1CCCCC)O)C1=CC(=CC=C1)C)O 3-(furan-2-yl)-3'-methyl-4-pentyl-[1,1'-biphenyl]-2,6-diol